1-(1-(tetrahydro-2H-pyran-3-yl)ethyl)-1H-pyrazolo[3,4-b]pyrazin-6-amine O1CC(CCC1)C(C)N1N=CC=2C1=NC(=CN2)N